O[C@@H]1CN(C[C@@H]1O)C(C#CC1=CC(=C(C=C1)C1=C(C=CC=C1)C(F)(F)F)CO)=O 1-[(3R,4S)-3,4-dihydroxypyrrolidin-1-yl]-3-[2-(hydroxymethyl)-2'-(trifluoromethyl)[1,1'-biphenyl]-4-yl]prop-2-yn-1-one